OC1=C2C=CC(=NC2=CC=C1)C=O 5-HYDROXYQUINOLINE-2-CARBOXALDEHYDE